C(C)S(=O)(=O)N([C@H]1C([C@H](N(C1)C(=O)OC(C)(C)C)CO)(F)F)CC1=CC=C(C=C1)OC tert-butyl (2R,4R)-4-{(ethanesulfonyl) [(4-methoxyphenyl)methyl]amino}-3,3-difluoro-2-(hydroxymethyl)pyrrolidine-1-carboxylate